The molecule is a member of the class of hydroxybiphenyls that is catechol in which the hydrogen at position 3 is replaced by a p-chlorophenyl group. It is a diol, a member of catechols, a member of monochlorobenzenes and a member of hydroxybiphenyls. It derives from a biphenyl-2,3-diol and a 4-chlorobiphenyl. C1=CC(=C(C(=C1)O)O)C2=CC=C(C=C2)Cl